3-ethyl-1,2-dimethyl-2,3-dihydro-1H-pyrrole C(C)C1C(N(C=C1)C)C